[Ru].CC1=C(C(=CC(=C1)C)C)C1(C(C(=C(C(=C1)Cl)Cl)C1=C(C=C(C=C1C)C)C)=C1NCCN1)C=C1C(CCCC1)P(C1CCCCC1)C1CCCCC1 1,3-bis(2,4,6-trimethylphenyl)-2-(imidazolidinylidene)(dichlorophenylmethylene)(tricyclohexylphosphine) ruthenium